3-(5-(phenylsulfonyl)pyridin-2-yl)thiourea C1(=CC=CC=C1)S(=O)(=O)C=1C=CC(=NC1)NC(N)=S